CC1=NOC(=C1C=1C=C(C=CC1OC[C@@H]1NCCCC1)NC(CC1=CC=NS1)=O)C (R)-N-(3-(3,5-dimethylisoxazol-4-yl)-4-(piperidin-2-ylmethoxy)phenyl)-2-(isothiazol-5-yl)acetamide